F[P-](F)(F)(F)(F)F.N1(N=NC2=C1C=CC=C2)O[P+](N2CCCC2)(N2CCCC2)N2CCCC2 (1H-benzotriazol-1-yloxy)-tripyrrolidinophosphonium hexafluorophosphate